C(OC1=CCC2=C3C=CC4=CC=CC4=C3C=CC2=C1)(OCCN1CCCC1)=O 1H-cyclopenta[a]phenanthren-3-yl (2-(pyrrolidin-1-yl)ethyl) carbonate